7-[[4-Amino-2-(3-chlorophenyl)-5-cyano-pyrazole-3-carbonyl]amino]-3,4-dihydro-1H-isoquinoline-2-carboxylic acid tert-butyl ester C(C)(C)(C)OC(=O)N1CC2=CC(=CC=C2CC1)NC(=O)C=1N(N=C(C1N)C#N)C1=CC(=CC=C1)Cl